N6-[(2R)-2-amino-2-phenyl-ethyl]-1-ethyl-N4-(spiro[2.3]hexan-2-yl-ethyl)pyrazolo[3,4-d]pyrimidine-4,6-diamine N[C@@H](CNC1=NC(=C2C(=N1)N(N=C2)CC)NCCC2CC21CCC1)C1=CC=CC=C1